m-iodobenzoylguanidine IC=1C=C(C(=O)NC(=N)N)C=CC1